C1(CC1)CCNC1=NC(=NC=C1C)NC=1C=CC(=C(C(=O)OC)C1)B1OC(C(O1)(C)C)(C)C methyl 5-((4-((2-cyclopropyl ethyl)amino)-5-methylpyrimidin-2-yl)amino)-2-(4,4,5,5-tetramethyl-1,3,2-dioxaborolan-2-yl)benzoate